1-[2-Hydroxy-4-(beta-D-glucopyranosyloxy)phenyl]-3-(4-hydroxy-3-methoxyphenyl)-2-propene-1-one OC1=C(C=CC(=C1)O[C@H]1[C@H](O)[C@@H](O)[C@H](O)[C@H](O1)CO)C(C=CC1=CC(=C(C=C1)O)OC)=O